[Gd+3].OC[C@H]([C@@H](CO)O)N1CCN(CCN(CCN(CC1)CC(=O)[O-])CC(=O)[O-])CC(=O)[O-] 2,2',2''-(10-((2R,3S)-1,3,4-trihydroxybutan-2-yl)-1,4,7,10-tetraazacyclododecane-1,4,7-triyl)triacetic acid, gadolinium salt